N6-(1-ethylpropyl)-3-isopropyl-N8-(3-phenylpropyl)-[1,2,4]triazolo[4,3-b]pyridazine-6,8-diamine C(C)C(CC)NC=1C=C(C=2N(N1)C(=NN2)C(C)C)NCCCC2=CC=CC=C2